sodium dilinoleamide C(CCCCCCC\C=C/C\C=C/CCCCC)(=O)N.C(CCCCCCC\C=C/C\C=C/CCCCC)(=O)N.[Na]